(S)-(1-(5-tosyl-2-((1-(3,4,5-trimethoxyphenyl)-1H-imidazol-4-yl)amino)-5H-pyrrolo[3,2-d]pyrimidin-4-yl)pyrrolidin-2-yl)methanol S(=O)(=O)(C1=CC=C(C)C=C1)N1C=CC=2N=C(N=C(C21)N2[C@@H](CCC2)CO)NC=2N=CN(C2)C2=CC(=C(C(=C2)OC)OC)OC